C(CCC)C1=C2C(C=CC(C2=CC=C1)=O)=O 5-butyl-1,4-naphthoquinone